C(CC)C12C=CC(C3=CC=CC=C13)(O2)C=O 4-propyl-1,4-epoxy-1,4-dihydro-1-naphthaldehyde